OC1=C(C(=O)C2=CC=CC=C2)C=C(C(=C1)OCCCCCCCC)[N+](=O)[O-] 2-hydroxy-4-octyloxy-5-nitrobenzophenone